(7R)-2-{2-[1-(cyclopropylmethyl)-1H-indol-2-yl]-7-methoxy-1-{[1-(6-methoxypyridin-2-yl)-1H-pyrazol-4-yl]methyl}-1H-1,3-benzodiazole-5-carbonyl}-2-azabicyclo[2.2.1]heptan-7-amine C1(CC1)CN1C(=CC2=CC=CC=C12)C1=NC2=C(N1CC=1C=NN(C1)C1=NC(=CC=C1)OC)C(=CC(=C2)C(=O)N2C1CCC(C2)[C@H]1N)OC